NC1C2=CC=CC=C2CC12CCN(CC2)[C@@]2(C=CC=C(N2)C(=C)C2=NNCC2)OC (S)-6-(1-amino-1,3-dihydrospiro[indene-2,4'-piperidine]-1'-yl)-3-(1-(6-methoxypyridin-2-yl)vinyl)-1,5-dihydro-4H-pyrazole